1-(5-(methylamino)nicotinoyl)-N-(2-(trifluoromethyl)pyrimidin-4-yl)pyrrolidine-2-formamide CNC=1C=NC=C(C(=O)N2C(CCC2)C(=O)NC2=NC(=NC=C2)C(F)(F)F)C1